methyl 2-((2R,5S)-5-methyl-2-(2-(2-methyl-2-azaspiro[3.3]heptan-6-yl)benzo[d]thiazol-5-yl)piperidin-1-yl)-2-oxoacetate C[C@H]1CC[C@@H](N(C1)C(C(=O)OC)=O)C=1C=CC2=C(N=C(S2)C2CC3(CN(C3)C)C2)C1